P(=O)([O-])([O-])[O-].[Na+].[Na+].P(=O)(O)(O)O.[Na+] monosodium phosphate disodium phosphate